(2-methylpropyl)oxyl-N-(1-phenylcyclopropyl)-2-[3-(trifluoromethyl)phenyl]-4-quinolinecarboxamide CC(COC=1C(=NC2=CC=CC=C2C1C(=O)NC1(CC1)C1=CC=CC=C1)C1=CC(=CC=C1)C(F)(F)F)C